3-(isopropylamino)propanol C(C)(C)NCCCO